C[C@@H]1CN(C[C@@H](O1)CN1CC2(C1)OCC1=CC(=CC=C12)N1CC2(C1)CN(C2)C)C=2C=1N(C(=CC2)C#N)N=CC1 4-[(2R,6S)-2-methyl-6-[[6-(6-methyl-2,6-diazaspiro[3.3]heptan-2-yl)spiro[1H-isobenzofuran-3,3'-azetidine]-1'-yl]methyl]morpholin-4-yl]pyrazolo[1,5-a]pyridine-7-carbonitrile